S-(2-aminovinyl)-3-methyl-D-cysteine NC=CSC([C@@H](N)C(=O)O)C